methyl-((tert-Butoxycarbonyl) amino)-2-cyanobenzoate CC1=C(C(=C(C(=O)[O-])C=C1)C#N)NC(=O)OC(C)(C)C